C1(CC1)C(=O)N1CCNCC1 4-(cyclopropanecarbonyl)piperazin